3-(4-fluoro-3-(trifluoromethyl)phenyl)propanoic acid FC1=C(C=C(C=C1)CCC(=O)O)C(F)(F)F